NC1=C(C(=CC=C1)F)C=1C(=CC2=C(N(C(N=C2N2[C@H](CN(CC2)C(C=C)=O)C)=O)C=2C(=NC=CC2C)C(C)C)N1)F (M)-7-(2-amino-6-fluorophenyl)-6-fluoro-1-(4-methyl-2-(2-propanyl)-3-pyridinyl)-4-((2S)-2-methyl-4-(2-propenoyl)-1-piperazinyl)pyrido[2,3-d]pyrimidin-2(1H)-one